CC=1C(=CC2=C(N(C(N2)=O)[C@H]2CN(CCC2)C2CCOCC2)C1)C=1C=C(C=2N(C1)N=CN2)C (R)-6-Methyl-5-(8-methyl-[1,2,4]triazolo[1,5-a]pyridin-6-yl)-1-(1-(tetrahydro-2H-pyran-4-yl)piperidin-3-yl)-1,3-dihydro-2H-benzo[d]imidazol-2-on